3-chloro-N-[(1R)-1-(2,4-difluorophenyl)ethyl]-6-[6-(dimethylphosphoryl)pyridin-3-yl]-7-fluoro-2-methyl-1,5-naphthyridin-4-amine ClC=1C(=NC2=CC(=C(N=C2C1N[C@H](C)C1=C(C=C(C=C1)F)F)C=1C=NC(=CC1)P(=O)(C)C)F)C